(4-((3,5-dihydroxyphenyl)(3-fluorophenyl)methylene)piperidin-1-yl)(5-methylpyridin-3-yl)methanone OC=1C=C(C=C(C1)O)C(=C1CCN(CC1)C(=O)C=1C=NC=C(C1)C)C1=CC(=CC=C1)F